1-(3-Difluoromethoxy-benzyl)-3-(3-trifluoromethyl-bicyclo[1.1.1]pent-1-yl)-urea FC(OC=1C=C(CNC(=O)NC23CC(C2)(C3)C(F)(F)F)C=CC1)F